FC1=C(C(=C(C=C1)OS(=O)(=O)C)C)C 1-fluoro-2,3-dimethyl-4-methylsulfonyloxybenzene